O.O=C[C@H](O)[C@@H](O)[C@H](O)[C@H](O)CO Dextrose-Monohydrat